(2R,3R,4S,5S,6R)-2-((S)-2-((((9H-fluoren-9-yl)methoxy)carbonyl)amino)-3-(benzyloxy)-3-oxopropoxy)-6-(acetoxymethyl)tetrahydro-2H-pyran-3,4,5-triyl triacetate C(C)(=O)O[C@H]1[C@@H](O[C@@H]([C@@H]([C@@H]1OC(C)=O)OC(C)=O)COC(C)=O)OC[C@@H](C(=O)OCC1=CC=CC=C1)NC(=O)OCC1C2=CC=CC=C2C=2C=CC=CC12